N-[(1R)-1-[3-[5-(hydroxymethyl)-2-thienyl]phenyl]ethyl]-2-methyl-5-(4-methylpiperazin-1-yl)benzamide OCC1=CC=C(S1)C=1C=C(C=CC1)[C@@H](C)NC(C1=C(C=CC(=C1)N1CCN(CC1)C)C)=O